The molecule is a cyclobutadipyrimidine bis(deoxyribonucleotide) obtained by formal cyclodimerisation of 2'-deoxycytidine 5'-monophosphate. It has a role as a Mycoplasma genitalium metabolite. C1[C@@H]([C@H](O[C@H]1N2C3C(C4C3N(C(=O)N=C4N)[C@H]5C[C@@H]([C@H](O5)COP(=O)(O)O)O)C(=NC2=O)N)COP(=O)(O)O)O